N-methyl-N-(2-oxo-2-(4-(5-(trifluoromethyl)-1,2,4-oxadiazol-3-yl)phenyl)ethyl)pyrazine-2-sulfonamide CN(S(=O)(=O)C1=NC=CN=C1)CC(C1=CC=C(C=C1)C1=NOC(=N1)C(F)(F)F)=O